C(C)(=O)OCC1=C(SC2=C1CCOC21CC(NC(C1)C=1N=NN(C1)C)C)C(F)(F)F [(2S,6S)-2'-methyl-6'-(1-methyltriazol-4-yl)-2-(trifluoromethyl)spiro[4,5-dihydrothieno[2,3-c]pyran-7,4'-piperidine]-3-yl]methyl acetate